2,5-bis(glycidoxymethyl)styrene C(C1CO1)OCC1=C(C=C)C=C(C=C1)COCC1CO1